8-(2,4-dimethoxyphenyl)-2-[(4-{[2-(dimethylamino)ethyl](methyl)amino}phenyl)amino]-7-oxopyrido[2,3-d]pyrimidin-5-yl trifluoromethanesulfonate FC(S(=O)(=O)OC1=CC(N(C=2N=C(N=CC21)NC2=CC=C(C=C2)N(C)CCN(C)C)C2=C(C=C(C=C2)OC)OC)=O)(F)F